8-(tetrahydro-2H-pyran-2-yl)-3,8-dihydro-2H-oxepino[2,3-e]indazol-5-yl trifluoromethanesulfonate FC(S(=O)(=O)OC1=CCCOC2=C3C=NN(C3=CC=C21)C2OCCCC2)(F)F